NC1=C(C(=NN1C1CC1)C1=CC=C(C=C1)CC(=O)NC1=C(C=CC(=C1)Cl)F)C(=O)N 5-amino-3-(4-(2-((5-chloro-2-fluorophenyl)amino)-2-oxoethyl)phenyl)-1-cyclopropyl-1H-pyrazole-4-carboxamide